N1(CCCC1)CC(C)C=1C=C(C=CC)C=CC1 3-(2-pyrrolidinyl-1-methylethyl)methylstyrene